C(#N)C=1N(C2=CC=C(C=C2C1)C=O)CCN1CCNCC1 4-[2-(2-cyano-5-formyl-1H-indol-1-yl)ethyl]piperazine